carbonochloridothioate C([O-])(Cl)=S